O=C1N(C(C2=CC=CC=C12)=O)C[C@H]1N(CCC2=CC=CC(=C12)O[C@@H]1CN(CC1)C(=O)C1=CN=CS1)C(=O)N1[C@H](CCCC1)C(=O)NC (R)-1-((S)-1-((1,3-dioxoisoindolin-2-yl)methyl)-8-(((S)-1-(thiazole-5-carbonyl)pyrrolidin-3-yl)oxy)-1,2,3,4-tetrahydroisoquinoline-2-carbonyl)-N-methylpiperidine-2-carboxamide